tert-butyl (R)-4-(4-((1-(2-methyl-3-(trifluoromethyl)phenyl)ethyl)amino) quinolin-6-yl)piperazine-1-carboxylate CC1=C(C=CC=C1C(F)(F)F)[C@@H](C)NC1=CC=NC2=CC=C(C=C12)N1CCN(CC1)C(=O)OC(C)(C)C